BrCC1=C(C=CC=C1C)[N+](=O)[O-] 2-(bromomethyl)-3-methyl-nitrobenzene